C(CCCCC)NC(=O)[C@@H]1CN(CCCN1C(CCCCCCC)=O)C(=O)C1=CC=C(C(=O)N2C[C@H]([C@@H](C2)C(=O)N[C@@H]2[C@H](C2)C2=CC=CC=C2)C(=O)N[C@@H]2[C@H](C2)C2=CC=CC=C2)C=C1 |o1:9| (3S,4S)-1-(4-((S*)-3-(hexylcarbamoyl)-4-octanoyl-1,4-diazepane-1-carbonyl)benzoyl)-N3,N4-bis((1S,2R)-2-phenylcyclopropyl)pyrrolidine-3,4-dicarboxamide